oxalic acid difluoride Lithium borate B([O-])([O-])[O-].[Li+].C(C(=O)F)(=O)F.[Li+].[Li+]